(R)-N-(2,4-dimethoxybenzyl)-4-(3-(dimethylamino)-3-(3-(trifluoromethyl)phenethyl)piperidin-1-yl)-2,6-difluoro-N-(pyrimidin-2-yl)benzenesulfonamide COC1=C(CN(S(=O)(=O)C2=C(C=C(C=C2F)N2C[C@](CCC2)(CCC2=CC(=CC=C2)C(F)(F)F)N(C)C)F)C2=NC=CC=N2)C=CC(=C1)OC